(S)-1-(trityloxy)eicosan-2-ol C(C1=CC=CC=C1)(C1=CC=CC=C1)(C1=CC=CC=C1)OC[C@H](CCCCCCCCCCCCCCCCCC)O